(S)-1-(4-(4-amino-6-(6-ethynyl-4-methylpyridin-3-yl)-7-methyl-7H-pyrrolo[2,3-d]pyrimidin-5-yl)cyclohex-3-ene-1-carbonyl)pyrrolidin-2-one NC=1C2=C(N=CN1)N(C(=C2C2=CC[C@H](CC2)C(=O)N2C(CCC2)=O)C=2C=NC(=CC2C)C#C)C